C(C)(C)(C)OC(=O)N([C@H](C(=O)N(C)[C@@H](C(=O)O)CC1=CC(=NO1)C(C)(C)C)CC(C)C)C (R)-2-((S)-2-((tert-Butoxycarbonyl)(methyl)amino)-N,4-dimethylpentanamido)-3-(3-(tert-butyl)isoxazol-5-yl)propanoic acid